rac-ethyl 4-{[3-(4-{[(3R,4S)-3-fluoro-1-(propan-2-yl)piperidin-4-yl]amino}-1-(2,2,2-trifluoroethyl)-1H-indol-2-yl) prop-2-yn-1-yl]amino}-3-methoxybenzoate F[C@@H]1CN(CC[C@@H]1NC1=C2C=C(N(C2=CC=C1)CC(F)(F)F)C#CCNC1=C(C=C(C(=O)OCC)C=C1)OC)C(C)C |r|